NC1=NC=C(C(=N1)C1=C(C=CC=C1)OC(F)F)C(=O)O 2-amino-4-(2-(difluoromethoxy)phenyl)pyrimidine-5-carboxylic acid